COC(=O)[C@@H]1O[C@](C[C@@H]1C1=C(C=C(C=C1)OC(F)(F)F)Cl)(C(F)(F)F)C |r| rac-(2r,3r,5r)-3-(2-chloro-4-(trifluoromethoxy)phenyl)-5-methyl-5-(trifluoromethyl)tetrahydrofuran-2-carboxylic acid methyl ester